tert-butyl 2-chloro-7-(3,3-dimethylbutyl)-7,8-dihydro-1,6-naphthyridine-6(5H)-carboxylate ClC1=NC=2CC(N(CC2C=C1)C(=O)OC(C)(C)C)CCC(C)(C)C